N1CCNCC1 1,4-Diazinane